N-(2-aminoethyl)-4-(3-methyl-1H-pyrrolo[2,3-b]pyridin-4-yl)-3,4-dihydro-2H-1,4-thiazine-6-carboxamide hydrochloride Cl.NCCNC(=O)C1=CN(CCS1)C1=C2C(=NC=C1)NC=C2C